4-(4-Bromo-2,6-difluorophenyl)-1-(1-((2-(trimethylsilyl)ethoxy)methyl)-1H-benzo[d]imidazol-5-yl)azetidin-2-one BrC1=CC(=C(C(=C1)F)C1CC(N1C1=CC2=C(N(C=N2)COCC[Si](C)(C)C)C=C1)=O)F